FC1([C@H]2C[C@@H]([C@H]([C@@H](C1)N2)OC)C(=C)C2=CC=C(N=N2)C2=C(C=C(C=C2)N2C=NC=C2)O)F 2-(6-(1-((1R,2R,3R,5R)-6,6-difluoro-2-methoxy-8-azabicyclo[3.2.1]octan-3-yl)vinyl)pyridazin-3-yl)-5-(1H-imidazol-1-yl)phenol